CN1CC(C(=O)N)=CC=C1 N1-methyl-nicotinamide